5-(Tosylthio)pentyl Benzoate C(C1=CC=CC=C1)(=O)OCCCCCSS(=O)(=O)C1=CC=C(C)C=C1